FC1=C(C=CC(=C1)F)C1=CC(=CC=C1)[C@H](CC(=O)[O-])NC(=O)NC=1C(N(C2=NC=CC=C2C1[O-])C)=O.[Na+].[Na+] sodium (S)-3-(2',4'-difluorobiphenyl-3-yl)-3-(3-(1-methyl-4-oxido-2-oxo-1,2-dihydro-1,8-naphthyridin-3-yl)ureido)propanoate